FC=1C(=NC=CC1C#CC=1C=C2C(=NC1)NN=C2)NS(=O)(=O)C2=CC=CC=1OCOC12 N-[3-Fluoro-4-(2-{1H-pyrazolo[3,4-b]pyridin-5-yl}ethynyl)pyridin-2-yl]-2H-1,3-benzodioxole-4-sulfonamide